2-((4-methylpentan-2-yl)amino)-5-(phenylamino)cyclohexane-2,5-diene-1,4-dione CC(CC(C)NC=1C(C=C(C(C1)=O)NC1=CC=CC=C1)=O)C